C(C)(=O)[C@]1([C@]([C@]([C@@](O1)(N1C=NC=2C(=O)NC(N)=NC12)C(C)=O)(O)C(C)=O)(O)C(C)=O)CO tetraacetyl-guanosine